(2-(4-(2-(2,6-dioxopiperidin-3-yl)-1,3-dioxoisoindolin-4-yl)piperazin-1-yl)ethyl)tert-butyl carbamate C(N)(OC(CCCN1CCN(CC1)C1=C2C(N(C(C2=CC=C1)=O)C1C(NC(CC1)=O)=O)=O)(C)C)=O